8-bromo-3-(methyl-sulfinyl)quinoline BrC=1C=CC=C2C=C(C=NC12)S(=O)C